((7R,8R,9S,13S,14S,17S)-17-hydroxy-13-methyl-7-(9-((4,4,5,5,5-pentafluoropentyl)-thio)nonyl)-7,8,9,11,12,13,14,15,16,17-decahydro-6H-cyclopenta[a]phenanthren-3-yl)boronic acid O[C@H]1CC[C@H]2[C@@H]3[C@@H](CC=4C=C(C=CC4[C@H]3CC[C@]12C)B(O)O)CCCCCCCCCSCCCC(C(F)(F)F)(F)F